BrC(C(=O)OCC)CC α-ethyl bromobutyrate